5-((4-(2-(Trifluoromethyl)dibenzo[b,f][1,4]oxazepin-11-yl)piperazin-1-yl)methyl)-1,2-dihydro-3H-1,2,4-triazol-3-one FC(C=1C=CC2=C(C(=NC3=C(O2)C=CC=C3)N3CCN(CC3)CC3=NC(NN3)=O)C1)(F)F